4-(dimethylamino)but-2-enoic acid, Hydrochloride Cl.CN(CC=CC(=O)O)C